2-(2,6-dichlorophenyl)-9-(1-(pyrrolidin-3-yl)-1H-pyrazol-4-yl)imidazo[2,1-f][1,6]naphthyridine ClC1=C(C(=CC=C1)Cl)C=1N=C2C=3C=C(C=NC3C=CN2C1)C=1C=NN(C1)C1CNCC1